3,4,5-trimethoxyphenylacryloyl chloride COC=1C=C(C=C(C1OC)OC)C=CC(=O)Cl